C(C1=CC=CC=C1)SC1=CC2=C(OCCN2C)C=C1 6-(benzylthio)-4-methyl-3,4-dihydro-2H-benzo[b][1,4]oxazine